CS(=O)(=O)C1=C(C=CC=C1)NC1=CC(=NC=N1)NC1=NC=C(C(=O)NC2COCC2)C=C1 6-(6-(2-(methylsulfonyl)phenylamino)pyrimidin-4-ylamino)-N-(tetrahydrofuran-3-yl)nicotinamide